C1(CC1)NC1=NC=C(C(=N1)NC=1C=NC(=CC1)OC(F)F)N N2-cyclopropyl-N4-(6-(difluoromethoxy)pyridin-3-yl)pyrimidine-2,4,5-triamine